(8-bromo-3-nitroquinolin-4-yl)morpholine BrC=1C=CC=C2C(=C(C=NC12)[N+](=O)[O-])N1CCOCC1